CC1=NC2=C(N1)C=CC=1C(C=C(OC12)C1=CC=CC=C1)=O 2-methyl-8-phenylchromeno[7,8-d]imidazol-6(3H)-one